2-oxo-4-[(3S)-2-oxopyrrolidin-3-yl]butyl dihydrogen phosphate P(=O)(OCC(CC[C@@H]1C(NCC1)=O)=O)(O)O